C1(CC1)[C@H](CC(=O)O)C1=CC(=CC=C1)OC(=O)C=1C(=NOC1)C1=C(C=CC(=C1)OC)F (3S)-3-cyclopropyl-3-[3-[3-(2-fluoro-5-methoxy-phenyl)isoxazole-4-carbonyl]oxyphenyl]propanoic acid